(S)-N-(1-(2-((1R,2R,4S)-bicyclo[2.2.1]heptan-2-ylamino)-2-oxoethyl)-2-oxo-1,2-dihydropyridin-3-yl)-N6-ethyl-2-(3-methylbenzofuran-2-carboxamido)-5-oxohexandiamid [C@@H]12[C@@H](C[C@@H](CC1)C2)NC(CN2C(C(=CC=C2)NC([C@H](CCC(C(=O)NCC)=O)NC(=O)C=2OC1=C(C2C)C=CC=C1)=O)=O)=O